4,7-dichloro-1-((2-(trimethylsilyl)ethoxy)methyl)-1H-pyrrolo[2,3-d]pyridazine ClC1=C2C(=C(N=N1)Cl)N(C=C2)COCC[Si](C)(C)C